ClC1=C(C=CC=C1)[C@H]1CC[C@H](N1C(C1=CC=C(C=C1)C1=C(SC=C1)C)=O)C(=O)O (2S,5R)-5-(2-chlorophenyl)-1-(4-(2-methylthiophen-3-yl)benzoyl)pyrrolidine-2-carboxylic acid